N1(N=NC2=C1C=CC=C2)CN2C=C1C(C=C2)=NC(=C1)C=1C=C(OCCO)C=CC1F 2-[3-[5-(benzotriazol-1-ylmethyl)pyrrolo[3,2-c]pyridin-2-yl]-4-fluoro-phenoxy]ethanol